C[C@@H]1N(CC[C@H]2[C@@H](CCC[C@H]12)[C@@H](C(F)(F)F)O)C(CC1=C(C(=NC=C1Cl)C(C)O)Cl)=O 1-[(1S,4aR,5R,8aS)-1-methyl-5-[(1S)-2,2,2-trifluoro-1-hydroxy-ethyl]-3,4,4a,5,6,7,8,8a-octahydro-1H-isoquinolin-2-yl]-2-[3,5-dichloro-2-[1-hydroxyethyl]-4-pyridyl]ethanone